8'-chloro-1'-{1-[(3R)-tetrahydrofuran-3-yl]piperidin-4-yl}-4'H,6'H-spiro[1,3-dioxolane-2,5'-[1,2,4]triazolo[4,3-a][1]benzazepine] ClC=1C=CC2=C(CC3(CC=4N2C(=NN4)C4CCN(CC4)[C@H]4COCC4)OCCO3)C1